N1(C=NC2=C1C=CC=C2)C(=C(CC(O)C2=CC=C(C=C2)C#CC2=CC=CC=C2)C2=CC=CC=C2)F 4-(1H-benzo[d]imidazol-1-yl)-4-fluoro-3-phenyl-1-(4-(phenylethynyl)phenyl)but-3-en-1-ol